Ethylbutylpiperidine C(C)C1N(CCCC1)CCCC